[Si](C)(C)(C(C)(C)C)OCC1=NC=2CCNCC2C=C1 ((tert-Butyldimethylsilyloxy)methyl)-5,6,7,8-tetrahydro-1,6-naphthyridine